FC1=CC=C(C=C1)F 2,5-difluorobenzene